C(C=C)C=1C(=C(C=C(C1)F)[C@@H](C)N[S@](=O)C(C[2H])(C)C)O (R)-N-((1R)-1-(3-allyl-5-fluoro-2-hydroxyphenyl)ethyl)-2-methylpropane-2-sulfinamide-1-d